(R)-isocitrate C([C@H](O)C(C(=O)[O-])CC(=O)[O-])(=O)[O-]